N12CCC(CC1)(CC2)C2=NOC(=N2)C=2C(=CC(=NC2)NC2=CC1=C(C(OC1(C)C)=O)C=C2)N[C@H](CO)C2=CC=CC=C2 5-{[5-(3-{1-azabicyclo[2.2.2]oct-4-yl}-1,2,4-oxadiazol-5-yl)-4-{[(1S)-2-hydroxy-1-phenylethyl]amino}pyridin-2-yl]amino}-3,3-dimethyl-1,3-dihydro-2-benzofuran-1-one